C1(CC1)C1=NC=NC(=C1C=1N=C(C2=C(N1)SC=N2)OC(C)C2=CC=C(C=C2)C=2N(C=C(N2)C(F)(F)F)C)OC 5-(4-cyclopropyl-6-methoxy-pyrimidin-5-yl)-7-[1-[4-[1-methyl-4-(trifluoromethyl)imidazol-2-yl]phenyl]ethoxy]thiazolo[5,4-d]pyrimidine